trimethylolpropane tridecyl-thiopropionate C(CCCCCCCCCCCC)OC(CC)=S.C(O)C(CC)(CO)CO